(3R,5R)-3-((3-(7-aminothiazolo[5,4-d]pyrimidin-2-yl)-4-methylphenyl)ethynyl)-3-hydroxy-1,5-dimethylpyrrolidin-2-one NC=1C2=C(N=CN1)SC(=N2)C=2C=C(C=CC2C)C#C[C@]2(C(N([C@@H](C2)C)C)=O)O